FC=1C=C(N)C=C(C1OC1=CC=NC2=CC(=C(N=C12)OC)OCCOC)F 3,5-difluoro-4-{[6-methoxy-7-(2-methoxyethoxy)-1,5-naphthyridin-4-yl]oxy}aniline